tri-pyridinyl-triazine tert-butyl-(2S,5S)-5-(azidomethyl)-4-(bis(4-fluorophenyl)methyl)-2-methylpiperazine-1-carboxylate C(C)(C)(C)OC(=O)N1[C@H](CN([C@@H](C1)CN=[N+]=[N-])C(C1=CC=C(C=C1)F)C1=CC=C(C=C1)F)C.N1=C(C=CC=C1)C1=C(C(=NN=N1)C1=NC=CC=C1)C1=NC=CC=C1